OCCOCC 1,4-dioxahexane